(3-butenyl) (2-propynyl) methylphosphonate CP(OCCC=C)(OCC#C)=O